ortho-octylphenylphosphite C(CCCCCCC)C1=C(C=CC=C1)OP([O-])[O-]